2-(2-hydroxynaphthalene-1-yl)-1-morpholinoethanone OC1=C(C2=CC=CC=C2C=C1)CC(=O)N1CCOCC1